C(C)OC=1C=C(C=CC1)C=1C=C2CC(C(C2=CC1F)NC(O[C@@H]1CN2CCC1CC2)=O)(C)C (S)-quinuclidin-3-yl (5-(3-ethoxyphenyl)-6-fluoro-2,2-dimethyl-2,3-dihydro-1H-inden-1-yl)carbamate